NC1=CC=C(OCCCOC2=CC=C(N)C=C2)C=C1 4-[3-(4-aminophenoxy)propoxy]aniline